C1(CC1)C1=CC(=NC=N1)O 6-cyclopropylpyrimidin-4-ol